O([Si](C)(C)C(C)(C)C)CCCO 3-(tert-butyl-dimethylsiloxy)propan-1-ol